CC(C)(CCCCC)C1=NOC(=N1)CC(C(=O)OC(C)(C)C)=C tert-butyl 2-((3-(2-methylheptan-2-yl)-1,2,4-oxadiazol-5-yl)methyl)acrylate